[N+](=O)([O-])C=1C=NC2=CC=CC=C2C1NCCOCCNC(OC(C)(C)C)=O tert-Butyl 2-(2-(3-nitroquinolin-4-ylamino)ethoxy)ethylcarbamate